3-chloro-N-neopentylpyridinamide ClC=1C(=NC=CC1)C(=O)NCC(C)(C)C